tert-butyl (R)-4-((3-(((R)-1-(4-bromonaphthalen-1-yl)ethyl)carbamoyl)-4-methylphenyl)amino)-3,3-difluoropyrrolidine-1-carboxylate BrC1=CC=C(C2=CC=CC=C12)[C@@H](C)NC(=O)C=1C=C(C=CC1C)N[C@H]1C(CN(C1)C(=O)OC(C)(C)C)(F)F